2-(methyldithiomethyl)furan CSSCC=1OC=CC1